C(C)(C)OC(CCNC=1N=[N+](C2=C([N+]1[O-])C=CC(=C2)COCC2=CC(=NC=C2)OC)[O-])=O 3-((3-isopropoxy-3-oxopropyl)amino)-7-(((2-methoxyisonicotinyl)oxy)methyl)benzo[e][1,2,4]triazine-1,4-dioxide